N-(cyclopropylaminothiocarbonyl)-2-(2-fluorophenyl)-2-(4-(trifluoromethyl)pyridin-2-yl)acetamide C1(CC1)NC(=S)NC(C(C1=NC=CC(=C1)C(F)(F)F)C1=C(C=CC=C1)F)=O